OCC=1C=NC=CC1 3-hydroxymethylpyridine